OC(=O)C(F)(F)F.NCCCCCCCNC([C@H](C)[C@H]1C=2N(C3=C(C(=N1)C1=CC=C(C=C1)Cl)C=C(C=C3)OC)C(=NN2)C)=O (2R)-N-(7-Aminoheptyl)-2-((4S)-6-(4-chlorophenyl)-8-methoxy-1-methyl-4H-benzo[f][1,2,4]triazolo[4,3-a][1,4]diazepin-4-yl)propanamide TFA salt